(4Ar,7r,8s,8as)-7-(4-(bis(3,4-dimethoxybenzyl)amino)-6-chloro-1H-pyrazolo[3,4-d]pyrimidin-1-yl)-2,2-dimethylhexahydropyrano[3,2-d][1,3]dioxin-8-ol COC=1C=C(CN(C2=C3C(=NC(=N2)Cl)N(N=C3)[C@H]3[C@@H]([C@@H]2OC(OC[C@H]2OC3)(C)C)O)CC3=CC(=C(C=C3)OC)OC)C=CC1OC